8-((4-(((1,4-dioxan-2-yl)methyl)(2,3-dihydrobenzo[b][1,4]dioxin-6-yl)amino)cyclohexyl)(methyl)amino)-5-methyl-6-oxo-5,6-dihydro-1,5-naphthyridine-2,7-dicarbonitrile O1C(COCC1)CN(C1CCC(CC1)N(C1=C(C(N(C=2C=CC(=NC12)C#N)C)=O)C#N)C)C1=CC2=C(OCCO2)C=C1